NCCS(=O)(=O)OC(C)=O Acetyl Taurate